1-(2-chloroacetyl)-6'-fluoro-1'H-spiro[piperidine-4,2'-quinoline]-4'(3'H)-one ClCC(=O)N1CCC2(NC3=CC=C(C=C3C(C2)=O)F)CC1